ClC=1N=CC(=NC1)N[C@@H]1C[C@H](CC1)NC1=CC=C(C=N1)N1C(N(C=2C1=NC=CC2)C)=O 3-(6-(((1S,3S)-3-((5-Chloropyrazin-2-yl)amino)cyclopentyl)amino)pyridin-3-yl)-1-methyl-1,3-dihydro-2H-imidazo[4,5-b]pyridin-2-one